FC(C1=NC=CC(=C1)CN1N=CC(=C1)C(=O)OC(C)(C)C)(F)F tert-butyl 1-((2-(trifluoromethyl) pyridin-4-yl) methyl)-1H-pyrazole-4-carboxylate